CC1=C(C(=CC=C1)C)NC(\C=C\CCC=C\C=C\C)=O (2E,8E)-N-(2,6-dimethylphenyl)deca-2,8-dien-6-enamide